Cl.Cl.C(C1=CC=CC=C1)NCCCCC1=NC2=CC=CC=C2C(N1CC(C)(C)C)=O 2-(4-(benzylamino)butyl)-3-neopentylquinazolin-4(3H)-one bis-hydrochloride salt